3-[N',N''-bis(2-tert-butyloxycarbonylaminoethyl)guanidino]-N,N-dioctadec-9-enylpropionamide C(C)(C)(C)OC(=O)NCCN=C(NCCC(=O)N(CCCCCCCCC=CCCCCCCCC)CCCCCCCCC=CCCCCCCCC)NCCNC(=O)OC(C)(C)C